C(C)(C)(C)OC(=O)N1C=C(C=2C1=CN=CC2)CCl.C(N)(=O)C2=CC=C(C=C2)N2C=CC1=CC=CC(=C21)C2=NNC(=C2)NC(C2=CC=C(C=C2)NC2CCN(CC2)C)=O N-(3-(1-(4-carbamoylphenyl)-1H-indol-7-yl)-1H-pyrazol-5-yl)-4-((1-methylpiperidin-4-yl)amino)benzamide Tert-butyl-3-(chloromethyl)-1H-pyrrolo[2,3-c]pyridine-1-carboxylate